C(C)NCC(=O)O Nα-ethylglycine